ClC=1C=C(C=2C(=CNC2C1Cl)C=1C=NN(C1)C1OCCCC1)NCCC(F)F 6,7-Dichloro-N-(3,3-difluoropropyl)-3-(1-tetrahydropyran-2-ylpyrazol-4-yl)-1H-indol-4-amine